Benzyl-3-Fluoro-3-[(8-methyl-7-{[(2S)-tetrahydrofuran-2-ylmethyl]carbamoyl}-4,5-dihydro-2H-furo[2,3-g]indazol-2-yl)methyl]azetidin-1-carboxylat C(C1=CC=CC=C1)OC(=O)N1CC(C1)(CN1N=C2C3=C(CCC2=C1)OC(=C3C)C(NC[C@H]3OCCC3)=O)F